[Na+].C(CCCCC)(=O)[O-] n-Hexanoic Acid Sodium Salt